C(C)(C)(C)OC(=O)N(C=1C=CC=2N(C1)C(=CN2)C=2C=C(C=CC2)NC(COCCOCCOCC(=O)O)=O)C 2-(2-(2-(2-((3-(6-((tert-butoxycarbonyl)(methyl)amino)imidazo[1,2-a]pyridin-3-yl)phenyl)amino)-2-oxoethoxy)ethoxy)ethoxy)acetic acid